(tert-butyldimethylsilyloxy)propanoate [Si](C)(C)(C(C)(C)C)OC(C(=O)[O-])C